7-(tert-butoxycarbonyl)-5,6,7,8-tetrahydro-1,7-naphthyridine-2-carboxylic acid C(C)(C)(C)OC(=O)N1CCC=2C=CC(=NC2C1)C(=O)O